BrC=1C(=NC(=NC1)C1(CC(C1)(C)O[Si](C)(C)C(C)(C)C)O)C (1s,3s)-1-(5-bromo-4-methylpyrimidin-2-yl)-3-((tert-butyldimethylsilyl)oxy)-3-methylcyclobutan-1-ol